ClCCOC 1-chloro-2-methoxyethane